CC=1C(=NC=C(C1)C)N1CC(C1)OC=1C=C(C=CC1OC)[C@H]1[C@](CN(C1)C([C@H](CO)O)=O)(C)[C@@H](C)O (S)-1-((3S,4S)-4-(3-((1-(3,5-dimethylpyridin-2-yl)azetidin-3-yl)oxy)-4-methoxyphenyl)-3-((R)-1-hydroxyethyl)-3-methylpyrrolidin-1-yl)-2,3-dihydroxypropan-1-one